N[C@@H](CCCCN)C(=O)O.N[C@@H](CCCCN)C(=O)O.[Cu] copper bislysine